6-{4-[4-(propan-2-yl)piperazin-1-yl]phenyl}-3-(2,4,6-trifluorophenyl)-1,2-dihydroquinolin-2-one CC(C)N1CCN(CC1)C1=CC=C(C=C1)C=1C=C2C=C(C(NC2=CC1)=O)C1=C(C=C(C=C1F)F)F